[3,5-bis(perfluorobutyl)]phenylmethanol FC(C(C(C(F)(F)F)(F)F)(F)F)(C=1C=C(C=C(C1)C(C(C(C(F)(F)F)(F)F)(F)F)(F)F)CO)F